6-chloro-N-[5-(1,1-dideutero-2,2-difluoro-ethyl)-4-methoxy-pyrimidin-2-yl]-7-(triazol-2-yl)-1H-indole-3-sulfonamide ClC1=CC=C2C(=CNC2=C1N1N=CC=N1)S(=O)(=O)NC1=NC=C(C(=N1)OC)C(C(F)F)([2H])[2H]